C(C1=CC=CC=C1)OCC=1N(CNN1)CC 5-((benzyloxy)methyl)-4-ethyl-2,4-dihydro-3H-1,2,4-triazol